(3E,6E)-(1-chloro-7,11-dimethyl-3,6,10-dodecatrien-3-yl)methyl phenyl sulfone C1(=CC=CC=C1)S(=O)(=O)C\C(\CCCl)=C\C\C=C(\CCC=C(C)C)/C